O=C1N(C(C2=CC=CC=C12)=O)OC(C(=O)O)C 2-((1,3-dioxoisoindolin-2-yl)oxy)propionic acid